ClC1=C(C=CC=C1)C1=CC=C2CC(C(C2=C1)NC(O[C@@H]1CN2CCC1CC2)=O)(C)C (S)-quinuclidin-3-yl (6-(2-chlorophenyl)-2,2-dimethyl-2,3-dihydro-1H-inden-1-yl)carbamat